C(#N)C=1C=C(C(=C(C1)N1[C@H](CN(CC1)C(=O)OC(C)(C)C)C)C1CC1)NC1=NC=2N(C(=N1)N(CC1=CC=C(C=C1)OC)C1CC1)N=CC2C#N tert-butyl (S)-4-(5-cyano-3-((8-cyano-4-(cyclopropyl(4-methoxybenzyl)amino)pyrazolo[1,5-a][1,3,5]triazin-2-yl)amino)-2-cyclopropylphenyl)-3-methylpiperazine-1-carboxylate